1-(9H-fluoren-9-ylmethoxycarbonylamino)-3,3-dimethyl-cyclobutanecarboxylic acid C1=CC=CC=2C3=CC=CC=C3C(C12)COC(=O)NC1(CC(C1)(C)C)C(=O)O